C(CC#C)C1CCNCC1 4-(but-3-yn-1-yl)piperidine